2-[1-[4-(6-tert-butoxy-2-pyridinyl)-2,6-difluoro-phenyl]-4-piperidinyl]acetic acid C(C)(C)(C)OC1=CC=CC(=N1)C1=CC(=C(C(=C1)F)N1CCC(CC1)CC(=O)O)F